ClC1=C(CCNC2=NC3=CC=CC=C3C(=N2)NCCN2CCN(CC2)C)C=CC=C1 N2-(2-chlorophenethyl)-N4-(2-(4-methylpiperazin-1-yl)ethyl)quinazoline-2,4-diamine